3-chloro-5-[3-[[(1R)-1-[2-(4,4-dimethyl-1-piperidyl)-3,6-dimethyl-4-oxo-chromen-8-yl]ethyl]amino]-2-pyridyl]-2-hydroxy-benzaldehyde ClC=1C(=C(C=O)C=C(C1)C1=NC=CC=C1N[C@H](C)C=1C=C(C=C2C(C(=C(OC12)N1CCC(CC1)(C)C)C)=O)C)O